5-chloro-1-(oxetan-3-yl)-1,2-dihydrospiro[indole-3,4'-piperidin]-2-one ClC=1C=C2C(=CC1)N(C(C21CCNCC1)=O)C1COC1